N\C(=C/C(=O)OC)\C1CCC1 Methyl (Z)-3-amino-3-cyclobutylacrylate